2-CHLOROBENZYLISOCYANIDE ClC1=C(C[N+]#[C-])C=CC=C1